1-(5-chloro-2-phenyl-1H-indol-7-yl)-N4-methylcyclohexane-1,4-diamine ClC=1C=C2C=C(NC2=C(C1)C1(CCC(CC1)NC)N)C1=CC=CC=C1